1-(1-(4-(Benzo[d]thiazol-7-yl)phenyl)piperidin-4-yl)-3-(2-ethynylthiazol-4-yl)urea S1C=NC2=C1C(=CC=C2)C2=CC=C(C=C2)N2CCC(CC2)NC(=O)NC=2N=C(SC2)C#C